ClCC=1N(C2=C(N1)C=CC(=C2)C(=O)OC)C[C@H]2OCC2 methyl 2-(chloromethyl)-3-[(2S)-oxetan-2-ylmethyl]-1,3-benzodiazole-5-carboxylate